[U].[Th].[Al].[Fe] iron-aluminum-thorium uranium